CC1=C(C(=CC=C1)CC2=CC=CC=C2)CC3=CC=CC=C3 DiBenzylToluene